4-bromobutenyl peroxide BrCCC=COOC=CCCBr